FC=1C=C(C=C(C1)F)S(=O)(=O)C=1C=C2C(=NNC2=CC1)\C=C\C1=NC=CC=C1 (E)-5-((3,5-difluorophenyl)sulfonyl)-3-(2-(pyridin-2-yl)vinyl)-1H-indazole